4-Mercapto-4-methyl-2-pentanone SC(CC(C)=O)(C)C